1-(5-((2,6-dichlorophenyl)ethynyl)-2,3-dihydro-1H-inden-1-yl)azetidine-3-carboxylic acid ClC1=C(C(=CC=C1)Cl)C#CC=1C=C2CCC(C2=CC1)N1CC(C1)C(=O)O